N[C@H]1CN(C[C@@H](C1)F)C(=O)C1=CC2=C(N(C(=N2)C2=CC=3C(=NC(=CC3)C=3C=C4C=NC(NC4=CC3)=O)N2CC2CC2)C)C(=C1)OC 6-(2-{5-[(3R,5R)-3-amino-5-fluoropiperidine-1-carbonyl]-7-methoxy-1-methyl-1H-1,3-benzodiazol-2-yl}-1-(cyclopropylmethyl)-1H-pyrrolo[2,3-b]pyridin-6-yl)-1,2-dihydroquinazolin-2-one